mercaptopropionic anhydride SC(C(=O)OC(C(C)S)=O)C